[N+](=O)([O-])C=1C=C(C=CC1C(C)C)/C=C/C(=O)C1=CC=C(C=C1)S(=O)(=O)NCCC(=O)O 3-[[4-[(E)-3-(3-Nitro-4-propan-2-ylphenyl)prop-2-enoyl]phenyl]sulfonylamino]propanoic acid